CC1=NC(=CC(=C1)C=1C=C2C(=NC1)C(=CN2C(=O)OC(C)(C)C)C)C tert-butyl 6-(2,6-dimethylpyridin-4-yl)-3-methyl-1H-pyrrolo[3,2-b]pyridine-1-carboxylate